C(CCCCCCC\C=C/C\C=C/CCCCC)(=O)O.OCC(O)CO.OCC(O)CO diglycerin monolinoleate